(3S,4S)-1-METHOXY-4-METHYLHEPT-6-ENE-3-SULFONAMIDE COCC[C@@H]([C@H](CC=C)C)S(=O)(=O)N